C(C1=CC=CC=C1)OC1=CC=C(OCC(CNC2CCCC2)O)C=C1 N-(3-(4-benzyloxyphenoxy)-2-hydroxypropyl)cyclopentylamine